6-((4,6-dimethyl-2-oxo-1,2-dihydropyridin-3-yl)methyl)-2-(trans-4-(dimethylamino)cyclohexyl)-9-(1H-imidazol-1-yl)-2,4-dimethyl-7,8-dihydro-[1,3]dioxolo[4,5-g]isoquinolin-5(6H)-one CC1=C(C(NC(=C1)C)=O)CN1C(C=2C(=C3C(=C(C2CC1)N1C=NC=C1)OC(O3)(C)[C@@H]3CC[C@H](CC3)N(C)C)C)=O